1-(4-(ditetradecylglycinyl)piperazin-1-yl)ethan-1-one 4-carboxy-2-stearamidobutyrate C(=O)(O)CCC(C(=O)O)NC(CCCCCCCCCCCCCCCCC)=O.C(CCCCCCCCCCCCC)N(CC(=O)N1CCN(CC1)C(C)=O)CCCCCCCCCCCCCC